N-(3-((4-(methylsulfonyl)piperazin-1-yl)methyl)-5-(trifluoromethyl)phenyl)benzamide CS(=O)(=O)N1CCN(CC1)CC=1C=C(C=C(C1)C(F)(F)F)NC(C1=CC=CC=C1)=O